ethyl (5-bromopyridin-2-yl)carbamate BrC=1C=CC(=NC1)NC(OCC)=O